C(C(=C)C)(=O)OC12CCCCC(CCCC1)CCC2 bicyclo[4.4.3]tridecanyl methacrylate